2,5-dimethyl-terephthalic acid methyl ester COC(C1=C(C=C(C(=O)O)C(=C1)C)C)=O